ClC=1C=C2C3=C(NC2=CC1)[C@@H](N(CC3)C3=NC(=NC(=N3)N3CCN(CC3)C)C(F)(F)F)C=C(C)C (1S)-6-chloro-2-[4-(4-methylpiperazin-1-yl)-6-(trifluoromethyl)-1,3,5-triazin-2-yl]-1-(2-methylprop-1-en-1-yl)-2,3,4,9-tetrahydro-1H-pyrido[3,4-b]indole